SCSCCCCC 1,3-dithiaoctane